N1NCC2C(C=CC=C12)=O tetrahydro-4H-indazol-4-one